ethyl (E)-4-(3-methoxyphenyl)-3-methyl-but-2-enoate COC=1C=C(C=CC1)C/C(=C/C(=O)OCC)/C